CN1C=C(C=2C1=CN=C(C2)NC(C)=O)C2=NC(=CC1=C2OCO1)SC N-(1-methyl-3-(6-(methylthio)-[1,3]dioxolo[4,5-c]pyridin-4-yl)-1H-pyrrolo[2,3-c]pyridin-5-yl)acetamide